CC1(COC1)COC1=CC=C(C=C1)B(O)O 4-(3-methyloxetan-3-ylmethoxy)-phenylboronic acid